C(CC1CO1)OC(C=C)=O acrylic acid-3,4-epoxybutyl ester